cis-N-(4-chloro-3-(trans-3-fluorocyclobutyl)phenyl)-3-methyl-6-azabicyclo[3.1.1]heptane-6-carboxamide ClC1=C(C=C(C=C1)NC(=O)N1C2CC(CC1C2)C)[C@@H]2C[C@H](C2)F